fmoc-3-(2-furyl)-D-alanine C(=O)(OCC1C2=CC=CC=C2C2=CC=CC=C12)N[C@H](CC=1OC=CC1)C(=O)O